2-AMINOPYRIMIDINE-4-CARBOXALDEHYDE NC1=NC=CC(=N1)C=O